OC=1C=2N(C(=CC1)CC(=O)OC(C)(C)C)N=CN2 tert-Butyl 2-(8-hydroxy-[1,2,4]triazolo[1,5-a]pyridin-5-yl)acetate